6-oxo-5-phenyl-2,3,5,6-tetrahydrofuro[3,2-c]pyridine-7-carboxamide O=C1C(=C2C(=CN1C1=CC=CC=C1)CCO2)C(=O)N